C(C)(C)(C)OC(=O)N1CCNCC1 1-tert-butoxycarbonyl-piperazine